BrC1=C(C2=C(N(S(N2)(=O)=O)C)C=C1)F 5-bromo-4-fluoro-1-methyl-1,3-dihydrobenzo[c][1,2,5]thiadiazole 2,2-dioxide